CC1=CC2=C(N=C(S2)SC)C=C1 6-methyl-2-(methylthio)benzo[d]thiazole